NC(CCC(=O)[C@@](C(C(=O)O)(O)O)(O)CO)N diaminobutyryl-hydroxythreonic acid